O1CCN(CC1)C(CP(OCC)(OCC)=O)=O diethyl (2-morpholino-2-oxoethyl)phosphonate